C(C)(C)(C)N[C@@H]1CN(CC1)C=1N=NC(=CN1)C1=C(C=C2C=NN(C(C2=C1)=O)C)O 7-{3-[(3S)-3-(tert-butylamino)pyrrolidin-1-yl]-1,2,4-triazin-6-yl}-6-hydroxy-2-methylphthalazin-1-one